I/C=C/C(=C\C=C\[C@H](CC(=O)OCC)C)/C Ethyl (3S,4E,6Z,8E)-9-Iodo-3,7-dimethylnona-4,6,8-trienoate